cis-ethyl 2-(4-aminopyridin-2-yl)cyclopropanecarboxylate NC1=CC(=NC=C1)[C@@H]1[C@@H](C1)C(=O)OCC